tert-butyl 4-[4-(3-methyl-2-oxo-1H-1,3-benzodiazol-5-yl)piperazin-1-yl]butanoate CN1C(NC2=C1C=C(C=C2)N2CCN(CC2)CCCC(=O)OC(C)(C)C)=O